FC1=C(C=CC(=N1)C(=O)NC)N1CCN(CC1)CC1CC=2NC(C(=CC2CO1)SC)=O 6-Fluoro-N-methyl-5-(4-((3-(methylthio)-2-oxo-1,5,7,8-tetrahydro-2H-pyrano[4,3-b]pyridin-7-yl)methyl)piperazin-1-yl)picolinamide